C(C)(=O)N[C@H]1[C@@H](C=C(C[C@@H]1NCC1=CC(=NO1)C=1SC=CC1)C(=O)O)OC(CC)CC (3R,4R,5S)-4-acetylamino-3-(pent-3-yloxy)-5-(((3-(thiophen-2-yl)isoxazol-5-yl)methyl)amino)cyclohex-1-ene-1-carboxylic acid